5-(4-(2-(tert-butyl)-4-(3-((2,6-difluorophenyl)sulfonamido)-2-fluorophenyl)thiazol-5-yl)pyrimidin-2-yl)pentanoic acid C(C)(C)(C)C=1SC(=C(N1)C1=C(C(=CC=C1)NS(=O)(=O)C1=C(C=CC=C1F)F)F)C1=NC(=NC=C1)CCCCC(=O)O